N-(N,N-dimethylaminosulfonyl)-2-methylpropionamide CN(S(=O)(=O)NC(C(C)C)=O)C